2-(6-chloro-5-fluoro-4-methyl-2-pyridinyl)isoindoline-1,3-dione ClC1=C(C(=CC(=N1)N1C(C2=CC=CC=C2C1=O)=O)C)F